(3-(4-(4,6-dimethylpyrimidin-5-yl)benzyl)-1,2,3-oxadiazol-3-ium-5-yl)((3-(trifluoromethyl)phenyl)carbamoyl)amide CC1=NC=NC(=C1C1=CC=C(C[N+]2=NOC(=C2)[N-]C(NC2=CC(=CC=C2)C(F)(F)F)=O)C=C1)C